1-chloro-6-((1-(trifluoromethyl)cyclopropyl)methoxy)isoquinoline ClC1=NC=CC2=CC(=CC=C12)OCC1(CC1)C(F)(F)F